O[C@]12[C@@H]3[C@H]([C@H]4[C@@H]5CC[C@H]([C@@H]([C@@H](CC(=C(C(=O)O)C)C)O)C)[C@]5(CC[C@@H]4[C@]2(C(C=CC1)=O)C)C)O3 (5a,6a,7a,22R)-6,7-Epoxy-5,22-dihydroxy-1-oxo-ergosta-2,24-dien-26-oic acid